N[C@@H](C(C)C)C(=O)N[C@@H](C)C(=O)NCCCN([C@H](C(C)(C)C)C=1N(C=C(C1)C1=C(C=CC(=C1)F)F)CC1=CC=CC=C1)C(CSC[C@@H](C(=O)O)NC(C)=O)=O L-valyl-N-{3-[({[(2R)-2-acetamido-2-carboxyethyl]sulphanyl}acetyl){(1R)-1-[1-benzyl-4-(2,5-difluorophenyl)-1H-pyrrol-2-yl]-2,2-dimethylpropyl}amino]propyl}-L-alaninamide